1-(2-chlorophenyl)-(R)-2-hydroxypropyl-(R)-1-cyclopropylcarbamate ClC1=C(C=CC=C1)C1(CC1)N(C([O-])=O)C[C@@H](C)O